N-{2-chloro-6-[6-(propan-2-yl)pyridin-3-yl]phenyl}-4-(5-cyclopropyl-1,2-oxazol-3-yl)-4-methyl-Piperidine-1-carboxamide ClC1=C(C(=CC=C1)C=1C=NC(=CC1)C(C)C)NC(=O)N1CCC(CC1)(C)C1=NOC(=C1)C1CC1